(R)-N-(4,4-difluoro-1-(oxetan-3-yl)pyrrolidin-3-yl)-4-methoxy-5-(1-(2,2,2-trifluoroethyl)-1H-benzo[d][1,2,3]triazol-6-yl)pyrrolo[2,1-f][1,2,4]triazin-7-d-2-amine FC1([C@@H](CN(C1)C1COC1)NC1=NN2C(C(=N1)OC)=C(C=C2[2H])C=2C=CC1=C(N(N=N1)CC(F)(F)F)C2)F